FC1=C(OC2=C1C1=C(C=C2OC)SC(=C1)C(CC(C(=O)O)C)=O)C 4-(1-fluoro-4-methoxy-2-methylthieno[3,2-e]benzofuran-7-yl)-2-methyl-4-oxobutanoic acid